(4-fluorophenethyl)-N4-((1s,2R)-2-phenyl-cyclopropyl)-pyrrolidine-3,4-dicarboxamide FC1=CC=C(CCN2CC(C(C2)C(=O)N[C@@H]2[C@H](C2)C2=CC=CC=C2)C(=O)N)C=C1